tert-butyl (S)-2-(5-aminopyridin-3-yl)pyrrolidine-1-carboxylate NC=1C=C(C=NC1)[C@H]1N(CCC1)C(=O)OC(C)(C)C